C[C@H]1N(CCOC1)C=1N=C2N(C(C1)=O)CC[C@H](N2CC(C(C)C)=O)C(F)(F)F (S)-2-((R)-3-Methyl-morpholin-4-yl)-9-(3-methyl-2-oxobutyl)-8-trifluoromethyl-6,7,8,9-tetrahydro-pyrimido[1,2-a]-pyrimidin-4-one